FC1=C2C(=CN(C2=CC=C1)[Si](C(C)C)(C(C)C)C(C)C)C(C)C 4-fluoro-3-isopropyl-1-(triisopropylsilyl)-1H-indole